N-ω-acetyl-histamine CC(=O)NCCC1=CN=CN1